2-{2-[p-(4,4,5,5-tetramethyl-1,3,2-dioxaborolan-2-yl)phenoxy]ethyl}-1,3-isoindolinedione CC1(OB(OC1(C)C)C1=CC=C(OCCN2C(C3=CC=CC=C3C2=O)=O)C=C1)C